(2,4-bis(trifluoromethyl)benzyl)-1H-pyrazol-4-amine FC(C1=C(CN2N=CC(=C2)N)C=CC(=C1)C(F)(F)F)(F)F